7-tert-butyl-1,4-dimethyl-azulene C(C)(C)(C)C1=CC=C(C2=CC=C(C2=C1)C)C